N-BOC-butanediamine C(=O)(OC(C)(C)C)NC(CCC)N